1-(2-Bromo-5-fluoropyridin-4-yl)ethanone BrC1=NC=C(C(=C1)C(C)=O)F